[K].ClN1C(N(C(N(C1=O)Cl)=O)Cl)=O trichloroisocyanuric acid potassium